ClC1=C(C(=CC(=N1)C1=CC=C(C=C1)NS(=O)(=O)C1=C(C=CC(=C1)OC)F)C)C#N N-(4-(6-chloro-5-cyano-4-methylpyridin-2-yl)phenyl)-2-fluoro-5-methoxybenzenesulfonamide